ClC=1C=NN(C1C1CCN(CC1)C(=O)OC(C)(C)C)C tert-Butyl 4-(4-chloro-1-methyl-1H-pyrazol-5-yl)piperidine-1-carboxylate